COC(C1=C(C=C(C=C1C)N)C#CCNC(=O)OC(C)(C)C)=O 4-amino-2-(3-((tert-Butoxycarbonyl)amino)prop-1-yn-1-yl)-6-methylbenzoic acid methyl ester